ClC1=NC=C(C(=N1)N[C@@H]1COCC1)C(=O)OCC ethyl (S)-2-chloro-4-((tetrahydrofuran-3-yl)amino)pyrimidine-5-carboxylate